C(C)(C)(C)OC(=O)N1C(CCCC1)CC(=O)NC1=CC2=C(OCO2)C=C1C(C)=O (2-((6-Acetylbenzo[d][1,3]dioxol-5-yl)amino)-2-oxoethyl)-piperidine-1-carboxylic acid tert-butyl ester